9-methyl-2-(methylsulfonyl)-9H-purin-6-amine CN1C2=NC(=NC(=C2N=C1)N)S(=O)(=O)C